1-[3-(trimethoxysilyl)propyl]-2-imidazoline CO[Si](CCCN1C=NCC1)(OC)OC